NC=1C(=C(C=C2C=C(N=CC12)NC(O[C@H]1[C@H](CN(CC1)C1COC1)F)=O)C1=C(C2=C(OCCN2)N=C1)C)F (3S,4R)-3-Fluoro-1-(oxetan-3-yl)piperidin-4-yl (8-amino-7-fluoro-6-(8-methyl-2,3-dihydro-1H-pyrido[2,3-b][1,4]oxazin-7-yl)isoquinolin-3-yl)carbamate